N(=[N+]=[N-])C(=O)[C@H](O)[C@@H](O)[C@H](O)[C@H](O)C(=O)O azidoglucuronic acid